2-(bromomethyl)-5-(trifluoromethoxy)-benzoic acid methyl ester COC(C1=C(C=CC(=C1)OC(F)(F)F)CBr)=O